C(CCC)[Sn]C=C.[Ti] titanium butyl-(vinyl)tin